C1(=CC=CC=C1)N1N=C(C(=C1\C=C\C1=CC=CC=C1)C(=O)OCC)C1=CC=CC=C1 (E)-ethyl 1,3-diphenyl-5-styryl-1H-pyrazole-4-carboxylate